3-hydroxy-3,7-diazacyclodecane ON1CCCCCNCCC1